N,N-diethylanilinium tetrakis(3,5-bis(trifluoromethyl)phenyl)borate FC(C=1C=C(C=C(C1)C(F)(F)F)[B-](C1=CC(=CC(=C1)C(F)(F)F)C(F)(F)F)(C1=CC(=CC(=C1)C(F)(F)F)C(F)(F)F)C1=CC(=CC(=C1)C(F)(F)F)C(F)(F)F)(F)F.C(C)[NH+](C1=CC=CC=C1)CC